2-morpholino-5-(trifluoromethyl)nicotinic acid O1CCN(CC1)C1=C(C(=O)O)C=C(C=N1)C(F)(F)F